5,8-dichloro-1-cyclopropyl-7-isobutyryl-3,3-dimethyl-1,6,7-triazaspiro[3.5]nona-5,8-dien-2-one ClC=1C2(C(C(N2C2CC2)=O)(C)C)C=C(N(N1)C(C(C)C)=O)Cl